6-chloro-3-[1-[2-(3,3-difluoropyrrolidin-1-yl)-6-fluoro-3-methyl-4-oxoquinazolin-8-yl]ethyl-amino]pyridine-2-carboxylic acid ClC1=CC=C(C(=N1)C(=O)O)NC(C)C=1C=C(C=C2C(N(C(=NC12)N1CC(CC1)(F)F)C)=O)F